C(#N)C1=C(C=C(C=N1)N1C(N(C(C1=O)(C)C)CCCC(=O)OC(C)(C)C)=S)SC tert-butyl 4-[3-(6-cyano-5-methylthiopyridin-3-yl)-5,5-dimethyl-4-oxo-2-thioxo-imidazolidin-1-yl]butyrate